1,1,1-trifluoro-2-methyl-4-[4-(quinolin-2-ylmethoxy)phenyl]butan-2-ol FC(C(CCC1=CC=C(C=C1)OCC1=NC2=CC=CC=C2C=C1)(O)C)(F)F